C(C)(=O)C1=C(C=NN(C1=O)CC(=O)NC1=CC(=C(C=C1)C)S(NCCC1=NC=CC=C1)(=O)=O)Cl 2-(5-acetyl-4-chloro-6-oxopyridazin-1(6H)-yl)-N-(4-methyl-3-(N-(2-(pyridin-2-yl)ethyl)sulfamoyl)phenyl)acetamide